C1(CCCC1)C1(NC(=CC=C1N)C(F)(F)F)N 2-cyclopentyl-6-(trifluoromethyl)pyridine-2,3-diamine